FC1=C(C=CC=C1)C#CC=1C=C2CCC(C2=CC1)N1CCC(CC1)C(=O)O (5-((2-fluorophenyl)ethynyl)-2,3-dihydro-1H-inden-1-yl)piperidine-4-carboxylic acid